COCOC=1C=CC(=C(N)C1)C 5-(methoxymethoxy)-2-methylaniline